2-(1,3-dimethyl-1H-pyrazol-5-yl)-1-(4-(2-(2,6-dimethylpyridin-4-yl)-3-isopropyl-1H-indol-5-yl)piperidin-1-yl)ethan-1-one CN1N=C(C=C1CC(=O)N1CCC(CC1)C=1C=C2C(=C(NC2=CC1)C1=CC(=NC(=C1)C)C)C(C)C)C